C(C)OC=1C=C(C=CC1OC)C(=CS(=O)(=O)C)N 1-(3-ethoxy-4-methoxyphenyl)-2-(methylsulfonyl)vinylamine